(2-oxo-1-azaspiro[4.5]dec-7-en-8-yl) trifluoromethanesulfonate FC(S(=O)(=O)OC1=CCC2(CCC(N2)=O)CC1)(F)F